C(C)(C)(C)C=1C=C(C=C(C1O)C(C)(C)C)CCC(=O)OCC(COC(CCC1=CC(=C(C(=C1)C(C)(C)C)O)C(C)(C)C)=O)(COC(CCC1=CC(=C(C(=C1)C(C)(C)C)O)C(C)(C)C)=O)COC(CCC1=CC(=C(C(=C1)C(C)(C)C)O)C(C)(C)C)=O pentaerythritol tetrakis(3-(3,5-di-tert-butyl-4-hydroxyphenyl)propanoate)